C(C)OC(=O)C1C(=CCCC1(C)C)CC 2-ethyl-6,6-dimethyl-2-cyclohexenecarboxylic acid ethyl ester